C(C)(C)C1=C(C(=CC=C1)C(C)C)NC(C1=CC(=CC(=C1)C)OC)=N N-(2,6-diisopropylphenyl)-3-methoxy-5-methylbenzamidine